CS(=O)(=O)[O-].C(CCCCCCCCC)[NH+]1CCC(CC1)CCCC 1-decyl-4-butylpiperidinium methanesulfonate